1-(3-bromophenyl)ethan-1-ol BrC=1C=C(C=CC1)C(C)O